2,4,6-trimethylbenzoyl-lithium phosphonate P(O)(O)=O.CC1=C(C(=O)[Li])C(=CC(=C1)C)C